CS(=O)(=O)N1CCC2(CN(C2)C(=O)OCC2=CC=CC=C2)C1 benzyl 7-methanesulfonyl-2,7-diazaspiro[3.4]octane-2-carboxylate